6-(benzyloxy)-7-fluoro-3,4-dihydro-2H-1,2λ6,3-benzoxathiazine-2,2-dione C(C1=CC=CC=C1)OC=1C(=CC2=C(CNS(O2)(=O)=O)C1)F